5-((1-(2-(2-Oxa-5-azabicyclo[2.2.1]heptan-5-yl)pyridin-4-yl)-1H-indazol-6-yl)oxy)-5,6,7,8-tetrahydronaphthalene-2-carbonitrile C12OCC(N(C1)C1=NC=CC(=C1)N1N=CC3=CC=C(C=C13)OC1C=3C=CC(=CC3CCC1)C#N)C2